4-(2-bromoethyl)-1,2-dimethoxybenzene BrCCC1=CC(=C(C=C1)OC)OC